tert-butyl (R)-(9-(2-bromo-6-(3-((tert-butoxycarbonyl)amino)-3-carbamoylpyrrolidin-1-yl)-4-chlorobenzyl)-9H-purin-6-yl)carbamate BrC1=C(CN2C3=NC=NC(=C3N=C2)NC(OC(C)(C)C)=O)C(=CC(=C1)Cl)N1C[C@](CC1)(C(N)=O)NC(=O)OC(C)(C)C